(R)-3-(2-chloro-6-(1-methylpiperidin-4-yl)pyridin-4-yl)-10-methyl-9,10,11,12-tetrahydro-8H-[1,4]diazepino[5',6':4,5]thieno[3,2-f]quinolin ClC1=NC(=CC(=C1)C1=NC=2C=CC3=C(C2C=C1)C1=C(S3)CN[C@@H](CN1)C)C1CCN(CC1)C